CC1=C(C(=CC=C1)C)C1=NC=2NS(C=3C=CC=C(C(NC[C@H](OC(=C1)N2)C)=O)C3)(=O)=O (10R)-6-(2,6-Dimethylphenyl)-10-methyl-2,2-dioxo-9-oxa-2λ6-thia-3,5,12,19-tetrazatricyclo[12.3.1.14,8]nonadeca-1(18),4(19),5,7,14,16-hexaen-13-one